ethylnitroazepine C(C)C1=C(NC=CC=C1)[N+](=O)[O-]